4-(4-(8-(2-(2,6-dioxopiperidin-3-yl)-1-oxoisoindolin-4-yl)oct-7-yn-1-yl)piperazin-1-yl)-3-fluorobenzonitrile O=C1NC(CCC1N1C(C2=CC=CC(=C2C1)C#CCCCCCCN1CCN(CC1)C1=C(C=C(C#N)C=C1)F)=O)=O